C(#C)[C@]1(C=C[C@@H](O1)N1C(NC(C(=C1)C)=O)=O)CO 1-[(2R,5R)-5-ethynyl-5-(hydroxymethyl)-2H-furan-2-yl]-5-methylpyrimidine-2,4-dione